CC1=CCC=C(N1)OCCN1C(C=2C(C1=O)=CC=CC2)=O 6-methyl-2-[(2-phthalimido)ethoxy]-1,4-dihydropyridine